{4-[Methyl-(4-trifluoromethyl-benzyl)-amino]-2-trifluoromethyl-phenyl}-carbamic acid ethyl ester C(C)OC(NC1=C(C=C(C=C1)N(CC1=CC=C(C=C1)C(F)(F)F)C)C(F)(F)F)=O